N-[1-(propan-2-yl)-5-propoxy-1H-pyrazol-3-yl]azetidine-3-carboxamide trifluoroacetate FC(C(=O)O)(F)F.CC(C)N1N=C(C=C1OCCC)NC(=O)C1CNC1